OC=1C(=NNC1C)C(C)C 4-hydroxy-5-methyl-3-isopropyl-pyrazol